C[N+](C)(C)C TetraMethylAmmonium